3-amino-4-(3-trifluoromethylphenyl)-butyric acid NC(CC(=O)O)CC1=CC(=CC=C1)C(F)(F)F